N-(3-(1H-imidazol-1-yl)propyl)-4-((5-chloro-4-(1-isopropyl-1H-pyrazol-4-yl)pyrimidin-2-yl)amino)-3-methoxybenzamide N1(C=NC=C1)CCCNC(C1=CC(=C(C=C1)NC1=NC=C(C(=N1)C=1C=NN(C1)C(C)C)Cl)OC)=O